2-bromo-4,5-dihydro-6H-thieno[2,3-c]Pyrrol-6-one BrC1=CC2=C(C(NC2)=O)S1